(2R,3R,4S,5R)-2-(2-fluoro-6-(methylamino)-9H-purin-9-yl)-5-(methoxymethyl)tetrahydrofuran FC1=NC(=C2N=CN(C2=N1)[C@@H]1O[C@H](CC1)COC)NC